C(#N)C1=CC=C(C=C1)C1=NN=C(O1)N=C(SC)SC dimethyl (5-(4-cyanophenyl)-1,3,4-oxadiazol-2-yl)carbonimidodithioate